tert-butyl (3R)-3-[6-(2-cyano-3,6-difluoro-anilino)-4-oxo-quinazolin-3-yl]-1-oxa-8-azaspiro[4.5]decane-8-carboxylate C(#N)C1=C(NC=2C=C3C(N(C=NC3=CC2)[C@H]2COC3(C2)CCN(CC3)C(=O)OC(C)(C)C)=O)C(=CC=C1F)F